1-(6-fluoro-1H-indol-2-yl)propan FC1=CC=C2C=C(NC2=C1)CCC